C(C)(C)(C)OC(=O)N1[C@H](C[C@@H](C1)O[Si](C)(C)C(C)(C)C)CO.CC1=C(N)C(=CC(=C1)C)C 2,4,6-trimethyl-aniline tert-Butyl-(2R,4S)-4-((tert-butyldimethylsilyl)oxy)-2-(hydroxymethyl)pyrrolidine-1-carboxylate